NC1=C(C=C(C=N1)NC(C(=O)N1[C@@H](CC[C@@H](C1)C)C=1C=CC2=C(N=C(O2)C)C1)=O)C N-(6-amino-5-methyl-3-pyridyl)-2-[(2S,5S)-5-methyl-2-(2-methyl-1,3-benzoxazol-5-yl)-1-piperidyl]-2-oxo-acetamide